[3-{[2-(4-chlorophenyl)imidazo[1,2-a]pyrimidin-3-yl]methyl}-8-oxa-3,10-diazabicyclo[4.3.1]dec-10-yl](4-methyl-1,2,5-oxadiazol-3-yl)methanone ClC1=CC=C(C=C1)C=1N=C2N(C=CC=N2)C1CN1CC2COCC(CC1)N2C(=O)C2=NON=C2C